2-chloro-3-[2-(dimethylamino)-2-oxo-ethyl]-N-(1-methyltetrazol-5-yl)-4-(trifluoromethoxy)benzamide ClC1=C(C(=O)NC2=NN=NN2C)C=CC(=C1CC(=O)N(C)C)OC(F)(F)F